OC(CCCCCCCCCCCCC(=O)O)CCCCCCCCCCCC 14-Hydroxy-hexacosanoic acid